(1s,3r,4s,5s,7s)-4-(2-(6-(2,6-dichloro-4-(trifluoromethyl)phenyl)-4-methyl-1,1-dioxido-1,2,6-thiadiazin-2-yl)acetamido)adamantane-1-carboxamide ClC1=C(C(=CC(=C1)C(F)(F)F)Cl)N1C=C(CN(S1(=O)=O)CC(=O)NC1[C@H]2CC3(CC(C[C@H]1C3)C2)C(=O)N)C